(3-oxo-2,9-diazaspiro[5.5]undec-2-yl)benzoic acid methyl ester hydrochloride Cl.COC(C1=C(C=CC=C1)N1CC2(CCC1=O)CCNCC2)=O